3-(bromomethyl)-5-fluoropyridine BrCC=1C=NC=C(C1)F